COC=1C=C2C(=NC(=NC2=CC1OC)NC1=CC=C(C=C1)N1CCN(CC1)C(=O)OC(C)(C)C)C(F)(F)F 6,7-dimethoxy-N-(4-(4-(tert-butoxycarbonyl)piperazin-1-yl)phenyl)-4-trifluoromethylquinazolin-2-amine